N-(2-cyano-3-((3,4-dihydro-2H-pyrido[4,3-e]pyrimido[1,2-c]pyrimidin-10-yl)(methyl)amino)phenyl)propane-1-sulfonamide C(#N)C1=C(C=CC=C1N(C)C1=CC=2C=3N(C=NC2C=N1)CCCN3)NS(=O)(=O)CCC